N-{2-[(3-Hydroxyphenyl)(3-methoxyphenyl)amino]ethyl}acetamide OC=1C=C(C=CC1)N(CCNC(C)=O)C1=CC(=CC=C1)OC